IC1=CC=C2C=CC(=NC2=C1)C(=O)OCC1=CC=CC=C1 Benzyl 7-iodoquinoline-2-carboxylate